BrC1=C(C(=CC(=C1)C1=C(C=C(C=C1)C1=CC=C(C=C1)CCCCC)CC)Br)O 2,6-dibromo-4-[2-ethyl-4-(4-pentylphenyl)phenyl]-phenol